3,5-bis(9H-9-carbazolyl)biphenyl C1=CC=CC=2C3=CC=CC=C3N(C12)C=1C=C(C=C(C1)N1C2=CC=CC=C2C=2C=CC=CC12)C1=CC=CC=C1